[Si](C)(C)(C(C)(C)C)OCC#CC(C(F)F)=O 5-[tert-butyl(dimethyl)silyl]oxy-1,1-difluoro-pent-3-yn-2-one